1-undecyl-4-ethylpiperidinium fluoride salt [F-].C(CCCCCCCCCC)[NH+]1CCC(CC1)CC